(2,2,2-trifluoro-1-(2-fluoro-2'-(methoxymethyloxy)-5'-morpholino-[1,1'-biphenyl]-4-yl)ethyl)-L-leucine methyl ester COC([C@@H](NC(C(F)(F)F)C1=CC(=C(C=C1)C1=C(C=CC(=C1)N1CCOCC1)OCOC)F)CC(C)C)=O